C(C)(C)(C)OC(=O)N1CCC(CC1)CCOCC1CCN(CC1)C(=O)OCC1=CC=CC=C1 Benzyl 4-((2-(1-(tert-butoxycarbonyl)piperidin-4-yl)ethoxy)methyl)piperidine-1-carboxylate